ClC=1N=C(C2=C(N1)C(OC2)C)Cl 2,4-dichloro-7-methyl-5,7-dihydrofuro[3,4-D]pyrimidine